1-(((5S,7S)-3-(6-cyclopropyl-4-methoxypyridin-3-yl)-7-methyl-2-oxo-1-oxa-3-azaspiro[4.5]decane-7-yl)methyl)-1H-benzo[d]imidazole-6-carbonitrile C1(CC1)C1=CC(=C(C=N1)N1C(O[C@]2(C1)C[C@@](CCC2)(C)CN2C=NC1=C2C=C(C=C1)C#N)=O)OC